(±)-4-(4-(1-(6-chloro-1H-benzo[d]imidazol-2-yl)ethyl)cyclohexyl)quinoline ClC=1C=CC2=C(NC(=N2)[C@H](C)C2CCC(CC2)C2=CC=NC3=CC=CC=C23)C1 |r|